C(C)OC1=C(C=C(C=C1)C1=NOC(=N1)C1CCN(CC1)C(=O)[C@@H]1CC(N(C1)C1=CC=CC=C1)=O)OC |r| racemic-4-(4-(3-(4-ethoxy-3-methoxyphenyl)-1,2,4-oxadiazol-5-yl)piperidine-1-carbonyl)-1-phenylpyrrolidin-2-one